(S)-2-(7'-(3,5-difluorophenyl)-1'-oxodihydro-1'H,3'H,5'H-spiro[piperidine-4,2'-pyrazolo[1,2-a]pyrazol]-1-yl)-N-methylpyrimidine-4-carboxamide FC=1C=C(C=C(C1)F)[C@@H]1CCN2N1C(C1(C2)CCN(CC1)C1=NC=CC(=N1)C(=O)NC)=O